[O-]CCCC.[Ag+] silver n-butoxide